C(#N)N[S@](=O)(=NC(NC1=C2CCCC2=CC=2CCCC12)=O)C=1C=NN2C1OC[C@@H](C2)OC (R,6R)-N-cyano-N'-((1,2,3,5,6,7-hexahydro-s-indacen-4-yl)carbamoyl)-6-methoxy-6,7-dihydro-5H-pyrazolo[5,1-b][1,3]oxazine-3-sulfonimidamide